2-(9,9-dimethylfluoren-2-yl)-4,6-bis(1,1'-biphenyl-3-yl)-1,3,5-triazine CC1(C2=CC=CC=C2C=2C=CC(=CC12)C1=NC(=NC(=N1)C=1C=C(C=CC1)C1=CC=CC=C1)C=1C=C(C=CC1)C1=CC=CC=C1)C